methyl (E)-3-(3-(2,6-bis(trifluoromethyl)pyridin-4-yl)-1H-1,2,4-Triazol-1-yl)-2-(pyrimidin-5-yl)acrylate FC(C1=NC(=CC(=C1)C1=NN(C=N1)/C=C(/C(=O)OC)\C=1C=NC=NC1)C(F)(F)F)(F)F